N-methyl-N-(3-((5-nitropyridin-2-yl)disulfaneyl)propanoyl)-L-alaninate CN([C@@H](C)C(=O)[O-])C(CCSSC1=NC=C(C=C1)[N+](=O)[O-])=O